ClC1=CC(=C(C=C1)COC1=CC=CC(=N1)S(=O)(=O)NC(=O)C=1C(=NC=CC1)N1C(CC(C1)C)(C)C)F N-[[6-[(4-Chloro-2-fluorophenyl)methoxy]-2-pyridyl]sulfonyl]-2-(2,2,4-trimethylpyrrolidin-1-yl)pyridin-3-carboxamid